4-(6-methylnaphthalen-1-yl)piperidine CC=1C=C2C=CC=C(C2=CC1)C1CCNCC1